COC=1C=C(C=CC1OC)C1=C(C=2C(=CN=C(C2)C2CCN(CC2)CCNC)N1)C 2-(4-(2-(3,4-dimethoxyphenyl)-3-methyl-1H-pyrrolo[2,3-c]pyridin-5-yl)piperidin-1-yl)-N-methylethan-1-amine